BrC=1C=C(C(=O)OC)C=CC1OC1CC(C1)C=O methyl 3-bromo-4-(3-formylcyclobutoxy)benzoate